C1(CC1)CN1CC[C@]23CCN(CC[C@]2([C@H]1CC1=CC=C(C=C13)O)O)C(CN1N=CC3=CC=CC=C13)=O 1-((5aS,6R,11bR)-14-(cyclopropylmethyl)-5a,10-dihydroxy-1,2,5,5a,6,7-hexahydro-6,11b-(epiminoethano)naphtho[1,2-d]azepin-3(4H)-yl)-2-(1H-indazol-1-yl)ethan-1-one